ClC1=CC=C(C(=N1)N1CCC(CC1)(F)F)C(=O)N1C(CN(CC1)C)C1=CC=CC=C1 [6-chloro-2-(4,4-difluoropiperidin-1-yl)pyridin-3-yl]-(4-methyl-2-phenylpiperazin-1-yl)methanone